3-(3-methoxy-4-(3-methylbutanoylamino)phenyl)-5-methyl-4-(2-methyl-4-nitrophenyl)-1H-pyrrole-2-carboxylic acid COC=1C=C(C=CC1NC(CC(C)C)=O)C1=C(NC(=C1C1=C(C=C(C=C1)[N+](=O)[O-])C)C)C(=O)O